2-amino-6-borono-2-(1-(3,4-difluorobenzyl)piperidin-4-yl)hexanoic acid NC(C(=O)O)(CCCCB(O)O)C1CCN(CC1)CC1=CC(=C(C=C1)F)F